C(C=C)N1NC2=NC(=NC=C2C1=O)SC 2-allyl-6-(methylsulfanyl)-1,2-dihydro-3H-pyrazolo[3,4-d]Pyrimidine-3-one